2-benzyl-1,2,3,9-tetrahydro-4H-pyrido[3,4-b]indol-4-one C(C1=CC=CC=C1)N1CC=2NC3=CC=CC=C3C2C(C1)=O